molybdenum dichloride [Mo](Cl)Cl